COC1=CC=C(C=C1)C1=NC=CC(=C1)\C=C/1\C(NC(S1)=O)=O (Z)-5-((2-(4-methoxyphenyl)pyridin-4-yl)methylene)thiazolidin-2,4-dione